C=CCCCC hex-1-ene